FC1(CCC(CC1)NC1=C(C=C(C=C1)S(=O)(=O)NC)C=1N=NN(N1)C)F 4-((4,4-Difluorocyclohexyl)amino)-N-methyl-3-(2-methyl-2H-tetrazol-5-yl)benzenesulfonamide